ClC1=C(C=NC(=C1)C(F)(F)F)NC(=O)N[C@@H](C)C=1N(N=CN1)C1=NC=C(C=C1)C#N 1-[4-chloro-6-(trifluoromethyl)-3-pyridyl]-3-[(1S)-1-[2-(5-cyano-2-pyridyl)-1,2,4-triazol-3-yl]ethyl]urea